N=1N(N=CC1)C1=CC=C(C=C1)C=1C[C@@H]2N(C(C3=C(NC2)C=C(C(=C3)OC)OCCCCCBr)=O)C1 (S)-2-(4-(2H-1,2,3-Triazol-2-yl)phenyl)-8-((5-bromopentyl)oxy)-7-methoxy-1,10,11,11a-tetrahydro-5H-benzo[e]pyrrolo[1,2-a][1,4]diazepin-5-one